C1(=CC=CC=C1)OC(O)=O.C(C=1C(O)=CC=CC1)(=O)OC(C)C iso-propyl salicylate phenyl-carbonate